4-bromo-2-fluoro-6-[2-(4-fluorophenyl)ethynyl]aniline BrC1=CC(=C(N)C(=C1)C#CC1=CC=C(C=C1)F)F